8-(4-((Difluoromethyl)thio)phenyl)-9-(4-((1-(3-fluoropropyl)azetidin-3-yl)methyl)phenyl)-6,7-dihydro-5H-benzo[7]annulen FC(SC1=CC=C(C=C1)C=1CCCC2=C(C1C1=CC=C(C=C1)CC1CN(C1)CCCF)C=CC=C2)F